NC1=NC2=CC(=CC=C2C=C1Cl)CC[C@@H]1S[C@H]([C@@H]([C@@H]1O)O)N1C=CC2=C1N=CN=C2N (2S,3S,4R,5R)-2-(2-(2-Amino-3-chlorochinolin-7-yl)ethyl)-5-(4-amino-7H-pyrrolo[2,3-d]pyrimidin-7-yl)tetrahydrothiophen-3,4-diol